N-[2,6-Dichloro-4-(trifluoromethoxy)phenyl]-2-[4-([1,2,4]triazolo[1,5-a]pyridin-7-yl)phenyl]acetamide ClC1=C(C(=CC(=C1)OC(F)(F)F)Cl)NC(CC1=CC=C(C=C1)C1=CC=2N(C=C1)N=CN2)=O